C(C)(C)(C)OC(=O)NCCCNC1=CC=C(N=N1)C1=CC=C(OC[C@H](C(=O)OC(C)(C)C)ON2C(C3=CC=CC=C3C2=O)=O)C=C1 tert-butyl (R)-3-(4-(6-((3-((tert-butoxycarbonyl)amino)propyl)amino)pyridazin-3-yl)phenoxy)-2-((1,3-dioxo-isoindolin-2-yl)oxy)propanoate